OC=1C=C2C=CC=NC2=C(C1)CNC(C=C)=O N-{(6-Hydroxyquinolin-8-yl)methyl}acrylamide